FC(C(=O)O)(F)F.CC1=C(C=C(C=C1)NC(=O)N1C2CNCC1C2)C2=NC=CC=C2 N-(4-methyl-3-(pyridin-2-yl)phenyl)-3,6-diazabicyclo[3.1.1]heptane-6-carboxamide trifluoroacetate